N-(5-(4-(4-cyanophenyl)piperidine-1-carbonyl)-2-methylpyridin-3-yl)-6-(isopropylamino)nicotinamide C(#N)C1=CC=C(C=C1)C1CCN(CC1)C(=O)C=1C=C(C(=NC1)C)NC(C1=CN=C(C=C1)NC(C)C)=O